FC1(CN(CC[C@H]1NC1=NN2C(C(=N1)OC)=C(C(=C2)F)C=2C=CC1=C(N(N=N1)CC(F)F)C2)C2COC2)F (R)-N-(3,3-difluoro-1-(oxetan-3-yl)piperidin-4-yl)-5-(1-(2,2-difluoroethyl)-1H-benzo[d][1,2,3]triazol-6-yl)-6-fluoro-4-methoxypyrrolo[2,1-f][1,2,4]triazin-2-amine